N-(2-(1H-pyrazol-1-yl)ethyl)-5-(m-tolyl)isoxazole-3-carboxamide N1(N=CC=C1)CCNC(=O)C1=NOC(=C1)C=1C=C(C=CC1)C